(2-Fluoropyridin-4-yl)-1H-pyrrole-1-carboxylic acid tert-butyl ester C(C)(C)(C)OC(=O)N1C(=CC=C1)C1=CC(=NC=C1)F